(3s,4e)-1-(4-methoxyphenyl)-5-phenyl-3-hydroxypent-4-en-1-one COC1=CC=C(C=C1)C(C[C@@H](\C=C\C1=CC=CC=C1)O)=O